C[C@](N)(CC(C)C)C(=O)O L-α-methylleucine